ClCC#CCOC=1C=C(C(=O)OC)C=CC1OC methyl 3-((4-chlorobut-2-yn-1-yl)oxy)-4-methoxybenzoate